7-(2-(methoxymethoxy)-4-(trifluoromethyl)phenyl)-2-methylpyrazolo[1,5-d][1,2,4]triazin-4-ol COCOC1=C(C=CC(=C1)C(F)(F)F)C1=NN=C(C=2N1N=C(C2)C)O